4-cyclohexylthio-benzyl-magnesium bromide C1(CCCCC1)SC1=CC=C(C[Mg]Br)C=C1